C1(CC1)NC(C(C(C[C@H]1C(NCC1)=O)NC(=O)[C@@H]1CC2(CC2)CCN1C(=O)C=1N(C2=CC=CC=C2C1)C1=CC=CC=C1)=O)=O N-cyclopropyl-2-oxo-4-[(3S)-2-oxopyrrolidin-3-yl]-3-{[(5S)-6-(1-phenylindole-2-carbonyl)-6-azaspiro[2.5]octan-5-yl]formamido}butanamide